calcium 1,2-cyclohexanedicarboxylate C1(C(CCCC1)C(=O)[O-])C(=O)[O-].[Ca+2]